N'-(1,1-dimethylethyl)urea CC(C)(C)NC(N)=O